C(C)(C)(C)O[Si](C)(C)C=CC1=CC=CC=C1 t-butoxydimethylsilyl-styrene